C(CCCCCCCCC)OC=CCCCCCCCC 1-(decyl-oxy)dec-1-ene